(S)-quinuclidin-3-yl((R)-5-(3-fluoro-4-methoxyphenyl)-2,2-dimethyl-2,3-dihydro-1H-inden-1-yl)carbamate N12C[C@H](C(CC1)CC2)OC(N[C@@H]2C(CC1=CC(=CC=C21)C2=CC(=C(C=C2)OC)F)(C)C)=O